ClC1=C(C=CC(=C1)OC)C=1C=C(C=C2C=C(N=NC12)OC)C 8-(2-chloro-4-methoxyphenyl)-3-methoxy-6-methyl-cinnoline